(4-methyl-1H-1,2,3-triazol-1-yl)pyridin-2-amine CC=1N=NN(C1)C=1C(=NC=CC1)N